(S)-6-((1-(2,3-dihydro-1H-inden-4-yl)ethyl)amino)-3-isopropylpyrimidine-2,4(1H,3H)-dione C1CCC2=C(C=CC=C12)[C@H](C)NC1=CC(N(C(N1)=O)C(C)C)=O